4-{[(1R)-1-(4-Chlorophenyl)-1-{[1-(hydroxymethyl)cyclopropyl]methoxy}-5-(2-hydroxypropan-2-yl)-3-oxo-2,3-dihydro-1H-isoindol-2-yl]methyl}benzonitril ClC1=CC=C(C=C1)[C@@]1(N(C(C2=CC(=CC=C12)C(C)(C)O)=O)CC1=CC=C(C#N)C=C1)OCC1(CC1)CO